(2S,4R)-1-[(2S)-2-(4-cyclopropyltriazol-1-yl)-3,3-dimethyl-butanoyl]-4-hydroxy-N-[(2-methyl-6-oxo-4-piperidyl)methyl]pyrrolidine-2-carboxamide C1(CC1)C=1N=NN(C1)[C@H](C(=O)N1[C@@H](C[C@H](C1)O)C(=O)NCC1CC(NC(C1)=O)C)C(C)(C)C